C(CCCCCCCC(C)C)C(CCCCCCCCC)CCCCCCCCC(C)C di(isoundecyl)decane